N-(tert-butyldimethylsilyl)-N'-(1,2,3,5,6,7-hexahydro-s-indacen-4-ylcarbamoyl)-2-(2-hydroxypropan-2-yl)thiazole-5-sulfonimidamide [Si](C)(C)(C(C)(C)C)NS(=O)(=NC(NC1=C2CCCC2=CC=2CCCC12)=O)C1=CN=C(S1)C(C)(C)O